(E)-1-[2-(1-Hydroxypropan-2-ylamino)phenyl]-3-phenylprop-2-en-1-one OCC(C)NC1=C(C=CC=C1)C(\C=C\C1=CC=CC=C1)=O